C1(=CC=CC=C1)C1=CC=C(C=C1)S(=O)(=O)Cl 4-phenylbenzenesulfonyl chloride